FC1(CCC(CC1)[C@H](NC(=O)C1=CC=NN1C(C)C)C=1N=C2N(N=CC(=C2)[C@@H](C(C)C)NC(CCC(F)(F)F)=O)C1)F |o1:27| N-((S)-(4,4-Difluorocyclohexyl)(7-((R*)-2-methyl-1-(4,4,4-trifluorobutanamido)propyl)imidazo[1,2-b]pyridazin-2-yl)methyl)-1-isopropyl-1H-pyrazole-5-carboxamide